C(#N)NC(=N)N(C)CCS N-cyano-N'-(2-mercaptoethyl)-N'-methylguanidine